Hexafluorobutyl difluoromethyl ether FC(F)OC(C(CC(F)(F)F)F)(F)F